2-(4-((8-chloroquinolin-2-yl)amino)phenyl)-2-methylpropanenitrile ClC=1C=CC=C2C=CC(=NC12)NC1=CC=C(C=C1)C(C#N)(C)C